C(C=C)(=O)OCCCCCCCCCCCCCCCCCC[Si](C)(C)F acryloxyoctadecylfluorodimethylsilane